3-iodoquinoline-6-carboxylic acid methyl ester COC(=O)C=1C=C2C=C(C=NC2=CC1)I